C(C)(C)(C)C1N(OC=C1)CC1=C(C=C(C=C1)C1=NC=NN2C1=CC(=C2)CCN2CCC(CC2)C2=CC=C1C(=NN(C1=C2)C)C2C(NC(CC2)=O)=O)C 3-(tert-butyl)-N-(4-(6-(2-(4-(3-(2,6-dioxopiperidin-3-yl)-1-methyl-1H-indazol-6-yl)piperidin-1-yl)ethyl)pyrrolo[2,1-f][1,2,4]triazin-4-yl)-2-methylbenzyl)isoxazole